9-bromo-7-(3-chlorophenoxy)-1-methyl-6,7-dihydro-5H-benzo[c][1,2,3]triazolo[1,5-a]azepine BrC1=CC2=C(C=3N(CCC2OC2=CC(=CC=C2)Cl)N=NC3C)C=C1